C(CCCCCCCCC)[N+](CCO)(CCO)CC1=CC=CC=C1 N-decyl-N,N-bis(2-hydroxyethyl)-benzylammonium